ethyl 4-(bromoacetyl)benzoate BrCC(=O)C1=CC=C(C(=O)OCC)C=C1